(R)-N-((4-([1,2,4]triazolo[1,5-a]pyridin-6-yl)-5-(6-methylpyridin-2-yl)-1H-imidazol-2-yl)methyl)-2-amino-3-phenylpropionamide N=1C=NN2C1C=CC(=C2)C=2N=C(NC2C2=NC(=CC=C2)C)CNC([C@@H](CC2=CC=CC=C2)N)=O